FC=1C=C2C(C(=C(C(C2=CC1)=O)C)CC=1C=NC(=CC1)F)=O 6-fluoro-3-((6-fluoropyridin-3-yl)methyl)-2-methylnaphthalene-1,4-dione